tert-Butyl (4aS,7aR)-4-(2,4,5-trimethoxybenzyl)hexahydrofuro[3,4-b]pyrazine-1(2H)-carboxylate Di-tert-butyl-dicarbonate C(C)(C)(C)OC(=O)OC(=O)OC(C)(C)C.COC1=C(CN2[C@H]3[C@@H](N(CC2)C(=O)OC(C)(C)C)COC3)C=C(C(=C1)OC)OC